1-Bromooctan BrCCCCCCCC